tert-Butyl (azetidin-3-yl)carbamate hydrochloride Cl.N1CC(C1)NC(OC(C)(C)C)=O